CC1(CN(CCN1)C1=NN(C(=C1)C)C1=CC=C(C=C1)OC(F)(F)F)C 3,3-dimethyl-1-(5-methyl-1-(4-(trifluoromethoxy)phenyl)-1H-pyrazol-3-yl)piperazine